COC1=CC=C(C=C1)C(OC[C@]12O[C@H]([C@H](NC1)[C@@H]2O[Si](C)(C)C)N2C=1N=C(NC(C1N=C2)=O)NC(C(C)C)=O)(C2=CC=CC=C2)C2=CC=C(C=C2)OC N-[9-[(1R,3R,4R,7S)-1-[[bis(4-methoxyphenyl)-phenyl-methoxy]methyl]-7-trimethylsiloxy-2-oxa-5-azabicyclo[2.2.1]heptan-3-yl]-6-oxo-1H-purin-2-yl]-2-methyl-propionamide